C(#N)C(C)(C)C1=CC=C(CN2N=CC(=C2COC)C(=O)OC)C=C1 methyl 1-(4-(2-cyanoprop-2-yl) benzyl)-5-(methoxymethyl)-1H-pyrazole-4-carboxylate